FC1=C2C=CN(C2=C(C=C1)C)C1=CC(=CC=C1)C=1C=CC=2N(C1)C=NC2 4-fluoro-N-(3-(imidazo[1,5-a]pyridin-6-yl)phenyl)-7-methyl-1H-indole